CC1CCCN(C1(C)C)C TETRAMETHYLPIPERIDINE